FC=1C=C(C=C(C1F)O)N1N=CC2=CC(=CC=C12)C1=CC=C(C=N1)O 6-(1-(3,4-Difluoro-5-hydroxyphenyl)-1H-indazol-5-yl)pyridine-3-ol